(+-)-2,2'-isopropylidenebis(4-tert-butyl-2-oxazoline) C(C)(C)(C=1OCC(N1)C(C)(C)C)C=1OCC(N1)C(C)(C)C